1,2,3,4,6-pentaacetyl-D-glucopyranose C(C)(=O)C1(O)[C@](O)([C@@](O)([C@](O)([C@H](O1)C(O)C(C)=O)C(C)=O)C(C)=O)C(C)=O